ClC=1C(=CC(=NC1)N1C[C@H](CC1)F)N(C(OC(C)(C)C)=O)CC1=CC=C(C=C1)OC (S)-tert-butyl (5-chloro-2-(3-fluoropyrrolidin-1-yl)pyridin-4-yl)(4-methoxybenzyl)carbamate